NC=1C=NC=CC1C(=O)O 3-aminopyridine-4-carboxylic acid